(3aS,8bS)-4-Oxo-2,3,3a,4,5,8b-hexahydro-1H-pyrrolo[3,4-d]thieno[2,3-b]pyridin-2-ium chloride [Cl-].O=C1[C@H]2[C@@H](C3=C(N1)SC=C3)C[NH2+]C2